NC1=C(C(N(C2=C(C=CC=C12)C=1C(=NN(C1)C)C)C)=O)C(=O)NCC1CC1 4-Amino-N-(cyclopropylmethyl)-8-(1,3-dimethylpyrazol-4-yl)-1-methyl-2-oxo-quinoline-3-carboxamide